tert-butyl N-[(3R)-5-[(4-chlorophenyl)methyl]-1,1,4-trioxo-7-[5-(1,2,2,2-tetrafluoro-1-methoxy-ethyl)-1,3,4-oxadiazol-2-yl]-2,3-dihydro-1λ6,5-benzothiazepin-3-yl]carbamate ClC1=CC=C(C=C1)CN1C([C@H](CS(C2=C1C=C(C=C2)C=2OC(=NN2)C(C(F)(F)F)(OC)F)(=O)=O)NC(OC(C)(C)C)=O)=O